IC=1C=C2C(=NC1)NC=C2 5-iodo-1H-pyrrolo[2,3-b]pyridine